2-(3,3-Difluorocyclopentyl)-N-(6-fluoropyridin-3-yl)-2-(4-(2-methyl-2H-tetrazol-5-yl)phenyl)acetamide FC1(CC(CC1)C(C(=O)NC=1C=NC(=CC1)F)C1=CC=C(C=C1)C=1N=NN(N1)C)F